4-(((3S,4R)-1-(tert-butoxycarbonyl)-4-(4-fluorophenyl)piperidin-3-yl)methoxy)benzoic acid C(C)(C)(C)OC(=O)N1C[C@H]([C@@H](CC1)C1=CC=C(C=C1)F)COC1=CC=C(C(=O)O)C=C1